COC(=O)C1(CC(CC1)C(=O)OC)CC=C 1-allylcyclopentane-1,3-dicarboxylic acid dimethyl ester